(1R,5S,6s)-N-[6-(3-fluorophenyl)pyridazin-3-yl]-3-(tetrahydropyran-4-ylmethyl)-3-azabicyclo[3.1.0]hexan-6-amine FC=1C=C(C=CC1)C1=CC=C(N=N1)NC1[C@@H]2CN(C[C@H]12)CC1CCOCC1